NC=1C=C(C(=O)NC2=C(C=CC(=C2)O)C(C(F)(F)F)(C(F)(F)F)C2=C(C=C(C=C2)O)NC(C2=CC(=CC=C2)N)=O)C=CC1 2,2-bis[(3-aminobenzamido)-4-hydroxyphenyl]hexafluoropropane